ClC=1C=C(C=CC1)C1=CC(=NC=N1)C(=O)N1CCC=2C=NC=CC21 [6-(3-chloro-phenyl)-pyrimidin-4-yl]-(2,3-dihydro-pyrrolo[3,2-c]pyridin-1-yl)-methanone